2-chloro-8-fluoro-7-[3-(methoxymethoxy)-1-naphthyl]-4-(1,4-oxazepan-4-yl)quinazoline-6-carbonitrile ClC1=NC2=C(C(=C(C=C2C(=N1)N1CCOCCC1)C#N)C1=CC(=CC2=CC=CC=C12)OCOC)F